C1[C@@H](C)O1 |r| R and S-propylene oxide